NC=1N=NC(=CC1C1=NC=CC(=C1)C1CCN(CC1)C1CCN(CC1)C1=CC=CC=2N(CCOC21)[C@H]2C(NC(CC2)=O)=O)C2=C(C=CC=C2)O (3R)-3-[8-[4-[4-[2-[3-amino-6-(2-hydroxyphenyl)pyridazin-4-yl]-4-pyridyl]-1-piperidyl]-1-piperidyl]-2,3-dihydro-1,4-benzoxazin-4-yl]piperidine-2,6-dione